FC1(CC(CCC1)N(C1=CC=CC=C1)C(CC1(CCN(CC1)C(=O)N1CCC2=CC=CC(=C12)F)C(=O)O)=O)F 4-[2-(N-(3,3-difluorocyclohexyl)anilino)-2-oxo-ethyl]-1-(7-fluoroindoline-1-carbonyl)piperidine-4-carboxylic acid